(S)-1-(1-(6-ethoxy-5-methoxypyridin-2-yl)-2-(methylsulfonyl)ethyl)-5-(2-fluoro-5-methylphenyl)-3-methyl-1H-benzo[d]imidazol-2(3H)-one C(C)OC1=C(C=CC(=N1)[C@@H](CS(=O)(=O)C)N1C(N(C2=C1C=CC(=C2)C2=C(C=CC(=C2)C)F)C)=O)OC